3-[[4-(4-chloro-2-fluoro-6-hydroxy-phenyl)phthalazin-1-yl]amino]propane-1,2-diol ClC1=CC(=C(C(=C1)O)C1=NN=C(C2=CC=CC=C12)NCC(CO)O)F